Oxazolidin-2-one O1C(NCC1)=O